2-((4-((R)-2-(4-(dimethylcarbamoyl)-2-fluorophenyl)-2H-chromen-8-yl)piperidin-1-yl)methyl)-1-(((S)-oxetan-2-yl)methyl)-1H-benzo[d]imidazole-6-carboxylic acid CN(C(=O)C1=CC(=C(C=C1)[C@@H]1OC2=C(C=CC=C2C=C1)C1CCN(CC1)CC1=NC2=C(N1C[C@H]1OCC1)C=C(C=C2)C(=O)O)F)C